N-methyl-3-chloropropanamine hydrochloride Cl.CNCCCCl